6,7-dichloro-1-(p-tolylsulfonyl)-4-vinyloxy-indole ClC1=CC(=C2C=CN(C2=C1Cl)S(=O)(=O)C1=CC=C(C=C1)C)OC=C